FC(CN1CCNCC1)(C)C 1-(2-fluoro-2-methyl-propyl)piperazine